N-[2,8-dimethylimidazo[1,2-a]pyridin-6-yl]-3-fluoro-5-(piperidin-4-yl)thiophene-2-carboxamide CC=1N=C2N(C=C(C=C2C)NC(=O)C=2SC(=CC2F)C2CCNCC2)C1